ClC1=C(C=CC(=C1)NCCOC)N1C=NC(=C1)C1=NC(=NC=C1C(F)(F)F)NC1CCN(CC1)S(=O)(=O)C 4-(1-(2-Chloro-4-((2-methoxyethyl)-amino)phenyl)-1H-imidazol-4-yl)-N-(1-(methylsulfonyl)-piperidin-4-yl)-5-(trifluoromethyl)-pyrimidin-2-amine